FC1=NC(=C(C=C1C)[N+](=O)[O-])C 2-fluoro-3,6-dimethyl-5-nitropyridine